4-nitro-3-(oxetan-3-yloxy)-1H-pyrazole [N+](=O)([O-])C=1C(=NNC1)OC1COC1